C(=O)O.NC1CCC(CC1)NC1=NC2=C(C=C(C=C2C=N1)C1=CC(=NN1C)NS(=O)(=O)C1=C(C=CC=C1)Cl)CC N-(5-(2-(((1r,4r)-4-aminocyclohexyl)amino)-8-ethyl-quinazolin-6-yl)-1-methyl-1H-pyrazol-3-yl)-2-chloro-benzene-sulfonamide, formate salt